NCC=1C=C(C=CC1)N1N=C(C=C1C(=O)NC1=C(C=CC(=C1)[C@H](N(C)C1CC1)C1=CC(=CC=C1)C#N)F)C(F)(F)F |r| Racemic-1-(3-(aminomethyl)phenyl)-N-(5-((3-cyanophenyl)(cyclopropyl-methylamino)methyl)-2-fluorophenyl)-3-(trifluoromethyl)-1H-pyrazole-5-carboxamide